[Br-].C(C)[N+]1=CC=C(C=C1)C 1-Ethyl-4-methylpyridinium bromid